FC(COC1=C(C=CC(=N1)NC=1C=2N(N=C(C1)NC1CCOCC1)C(=CN2)C#N)C(=O)N2C(CCC2)C(F)(F)F)F 8-{[6-(2,2-Difluoroethoxy)-5-[2-(trifluoromethyl)pyrrolidin-1-carbonyl]pyridin-2-yl]amino}-6-[(oxan-4-yl)amino]imidazo[1,2-b]pyridazin-3-carbonitril